FC1(CCN(CC1)C1=NNC2=CC=C(C=C12)NC(C1=C(C=C(C=C1)SCC)N1CCC2(CC2)CC1)=O)F N-(3-(4,4-difluoropiperidin-1-yl)-1H-indazol-5-yl)-4-(ethylsulfanyl)-2-(6-azaspiro[2.5]oct-6-yl)benzamide